COC1=CC(=NC=C1)[C@@H]1[C@H](C1)C(=O)OC |r| rac-methyl (1S*,2S*)-2-(4-methoxypyridin-2-yl)cyclopropane-1-carboxylate